2-((2S)-2-(methoxymethyl)-4-(4-(trifluoromethyl)phenyl)pyrrolidin-1-yl)-5-nitropyridine COC[C@H]1N(CC(C1)C1=CC=C(C=C1)C(F)(F)F)C1=NC=C(C=C1)[N+](=O)[O-]